(Z)-2-(1,1-dioxidothiomorpholine-4-carbonyl)-N-(4-((2-(1,1-dioxidothiomorpholino)-phenyl)sulfonyl)-3,4,4-trifluorobut-2-en-1-yl)benzamide O=S1(CCN(CC1)C(=O)C1=C(C(=O)NC\C=C(\C(F)(F)S(=O)(=O)C2=C(C=CC=C2)N2CCS(CC2)(=O)=O)/F)C=CC=C1)=O